CN1CC=2N(CC1)N=C(C2)N 5-Methyl-4,5,6,7-tetrahydropyrazolo[1,5-a]pyrazin-2-amine